[Si]([O-])([O-])([O-])[O-].[Ba+2].[Ba+2].[Ba+2] tri-barium silicate